N-(4-((4-(trifluoromethyl)benzyl)amino)phenyl)pent-4-ynamide FC(C1=CC=C(CNC2=CC=C(C=C2)NC(CCC#C)=O)C=C1)(F)F